methacryloyl-propyl-ammonium C(C(=C)C)(=O)[NH2+]CCC